FC=1C=CC=C2C(=CCOC12)N1CCC2(CC2)CC1 8-fluoro-4-(6-azaspiro[2.5]oct-6-yl)chromen